OC1=C(C2=C(N(C1=O)CC=1C=NN(C1)CC1=CC=NN1C)C=CS2)C(=O)O 6-hydroxy-4-({1-[(1-methyl-1H-pyrazol-5-yl)methyl]-1H-pyrazol-4-yl}methyl)-5-oxo-4,5-dihydrothieno[3,2-b]pyridine-7-carboxylic acid